C(CC(C)(C(=O)OC(C)(C)C)C(=O)OC(C)(C)C)C(=O)OC(C)(C)C tri-tert-butyl butane-1,3,3-tricarboxylate